4,6-difluoro-N-methyl-1H-indole-2-carboxamide FC1=C2C=C(NC2=CC(=C1)F)C(=O)NC